3-(5-(4-(2-(1-(1-(5-(dimethylamino)isoquinolin-3-yl)-1H-pyrrolo[2,3-c]pyridin-5-yl)piperidin-4-yl)ethyl)piperazin-1-yl)-1-oxoisoindolin-2-yl)piperidine-2,6-dione CN(C1=C2C=C(N=CC2=CC=C1)N1C=CC=2C1=CN=C(C2)N2CCC(CC2)CCN2CCN(CC2)C=2C=C1CN(C(C1=CC2)=O)C2C(NC(CC2)=O)=O)C